CN[C@@H]1C[C@H](C1)O trans-3-(methylamino)cyclobutanol